C(C)(C)(C)OC(=O)N1N=CC2=CC=CC=C12 1H-indazole-1-carboxylic acid t-butyl ester